(+)-2-(3-chloro-4-fluorophenyl)-2-({4-[(2-imino-4-methyl-2,3-dihydro-1,3-oxazol-3-yl)methyl]-1H-1,3-benzodiazol-2-yl}amino)propan-1-ol ClC=1C=C(C=CC1F)C(CO)(C)NC1=NC2=C(N1)C=CC=C2CN2C(OC=C2C)=N